ClC=1C=CC(=C(C(=O)NC2=CC=C(C(=O)OC)C=C2)C1)OC Methyl 4-(5-chloro-2-methoxybenzamido)benzoate